2-(2-(cyclopropylmethyl)-5-(3-((5-methylthiophen-2-yl)ethynyl)phenyl)-1-((6-sulfamoylpyridin-3-yl)methyl)-1H-pyrrol-3-yl)thiazole-4-carboxylic acid C1(CC1)CC=1N(C(=CC1C=1SC=C(N1)C(=O)O)C1=CC(=CC=C1)C#CC=1SC(=CC1)C)CC=1C=NC(=CC1)S(N)(=O)=O